[Cl-].C(C1=CC=CC=C1)(C1=CC=CC=C1)(C1=CC=CC=C1)[Cr+2].[Cl-] trityl-chromium chloride